(S)-6-(4-(methoxycarbonyl)phenyl)-4-(thiophen-2-yl)-3,6-dihydropyridine COC(=O)C1=CC=C(C=C1)[C@@H]1C=C(CC=N1)C=1SC=CC1